CN(C)CCC1=CC=CC=C1 N,N-Dimethyl-β-phenylethylamin